1-(2'-ethoxy-6-(((R)-1-methylpyrrolidin-3-yl)carbamoyl)-[2,3'-bipyridin]-5-yl)pyrrolidin-3-yl 7-fluoroindoline-1-carboxylate formate C(=O)O.FC=1C=CC=C2CCN(C12)C(=O)OC1CN(CC1)C=1C=CC(=NC1C(N[C@H]1CN(CC1)C)=O)C=1C(=NC=CC1)OCC